FC(C=1C=CC(=NC1)N1C[C@@H](CCC1)CN1C[C@@H](C([C@@H](C1)O)O)O)(F)F (3S,4S,5R)-1-(((S)-1-(5-(trifluoromethyl)pyridin-2-yl)piperidin-3-yl)methyl)piperidine-3,4,5-triol